C(C(O)C)(=O)O.CN(CCCNC(CCCCCCCCCCCCCCCCCCCCC)=O)C N-[3-(dimethylamino)propyl]behenamide lactate